3-methoxy-4-[(5-nitro-1-tosyl-1H-indol-3-yl)methyl]benzoic acid methyl ester COC(C1=CC(=C(C=C1)CC1=CN(C2=CC=C(C=C12)[N+](=O)[O-])S(=O)(=O)C1=CC=C(C)C=C1)OC)=O